2-Fluoro-6-methyl-3-vinylpyridine FC1=NC(=CC=C1C=C)C